C(C)(C)(C)OC(=O)NCC1(CCN(CC1)C=1N=CC(=NC1)SC=1C(=C(C=CC1)NCC(=O)OC)Cl)C Methyl (3-((5-(4-(((tert-butoxycarbonyl)amino)methyl)-4-methylpiperidin-1-yl)pyrazin-2-yl)thio)-2-chlorophenyl)glycinate